(S)-3-((S)-sec-butyl)-4-(pyrazine-2-carbonyl)-1,3,4,5-tetrahydro-2H-benzo[e][1,4]diazepin-2-one [C@H](C)(CC)[C@@H]1N(CC2=C(NC1=O)C=CC=C2)C(=O)C2=NC=CN=C2